FC1=C(C=CC2=C1CNS2(=O)=O)NC2=NNC(=C2)C2CC(CC2)N2C(N(C(C2=O)(C)C)C)=O 3-(3-(3-((4-fluoro-1,1-dioxido-2,3-dihydrobenzo[d]isothiazol-5-yl)amino)-1H-pyrazol-5-yl)cyclopentyl)-1,5,5-trimethylimidazolidine-2,4-dione